benzyl (1-(tert-butyl)-3-((1R,3S,4R)-3-((tert-butyldimethylsilyl)oxy)-4-fluorocyclopentyl)-1H-pyrazol-5-yl)carbamate C(C)(C)(C)N1N=C(C=C1NC(OCC1=CC=CC=C1)=O)[C@@H]1C[C@@H]([C@@H](C1)F)O[Si](C)(C)C(C)(C)C